(Z)-oxatridec-10-en-2-one OC(CCCCCCC\C=C/CC)=O